BrC=1C(=C2C=NC(=NN2C1C1CCN(CC1)CC(F)F)N[C@H]1[C@@H](COCC1)O)F (3S,4R)-4-((6-bromo-7-(1-(2,2-difluoroethyl)piperidin-4-yl)-5-fluoropyrrolo[2,1-f][1,2,4]triazin-2-yl)amino)tetrahydro-2H-pyran-3-ol